BrC1=CC=C(C=C1)/C=C/C(=O)C1=CC=C(C=C1)CC (2E)-3-(4-bromophenyl)-1-(4-ethylphenyl)prop-2-en-1-one